C(C)(=O)O.C=CCCCC hexene acetate